CC1(CCOC2(C1)CCCCC2)O 4-methyl-1-oxaspiro[5.5]undecan-4-ol